FC1=CC=C(OC(=O)NC=2C=CC3=C(C4=C(O3)C=C(C=C4)S(=O)(=O)N[C@H](C(=O)O)C(C)C)C2)C=C1 (S)-2-(8-((4-fluorophenoxy)carbonylamino)dibenzo[b,d]furan-3-sulfonamido)-3-methyl-butanoic acid